2-ethoxyphenol C(C)OC1=C(C=CC=C1)O